C(C1=CC(O)=C(O)C(O)=C1)(=O)C(=O)[C@H](O)[C@@](O)([C@H](O)[C@H](O)C(O)C(C1=CC(O)=C(O)C(O)=C1)=O)C(C1=CC(O)=C(O)C(O)=C1)=O 1,3,6-Trigalloyl-glucose